rac-7-bromo-2-((1S*,2S*)-2-(4-methylpyrimidin-2-yl)cyclopropyl)quinolin-4(1H)-one BrC1=CC=C2C(C=C(NC2=C1)[C@@H]1[C@H](C1)C1=NC=CC(=N1)C)=O |r|